BrC=1C=C(C=CC1)C(CO[C@@H]([C@H]1CN(C2=C(N1CC1=CC=C(C=C1)OC)N=CC=C2)C(=O)OC(C)(C)C)C2=CC=CC=C2)=O tert-butyl (3R)-3-[(R)-[2-(3-bromophenyl)-2-oxoethoxy](phenyl)methyl]-4-[(4-methoxyphenyl)methyl]-2H,3H-pyrido[2,3-b]pyrazine-1-carboxylate